C(C)(CC)[Sn](N(C)C)(N(C)C)N(C)C sec-butyl-tris(dimethylamino)tin